ethyl (4-methyl-2-oxo-9-phenyl-2H-furo[2,3-h]chromen-8-yl)(phenyl)methyl carbonate C(OCC)(OC(C1=CC=CC=C1)C1=C(C=2C(=CC=C3C(=CC(OC23)=O)C)O1)C1=CC=CC=C1)=O